N-[(1R,5S)-3-[[4-(Trifluoromethyl)phenyl]methyl]-3-azabicyclo[3.1.0]hexan-6-yl]prop-2-enamide FC(C1=CC=C(C=C1)CN1C[C@@H]2C([C@@H]2C1)NC(C=C)=O)(F)F